FC=1C=CC(=C(C(=O)N(C(C)C)C(C)C)C1)N1C(=C(C=2C1=CN=CC2)C(=O)C2CCN(CC2)C(=O)[C@H]2N[C@@H](CC2)C)C 5-fluoro-N,N-diisopropyl-2-(2-methyl-3-(1-((2S,5R)-5-methylpyrrolidine-2-carbonyl)piperidine-4-carbonyl)-1H-pyrrolo[2,3-c]pyridin-1-yl)benzamide